4-((4-(1H-imidazol-4-yl)phenoxy)methyl)-N-methylbenzenesulfonamide N1C=NC(=C1)C1=CC=C(OCC2=CC=C(C=C2)S(=O)(=O)NC)C=C1